C[C@@H](C1=CC=CC=C1)[NH-] [(S)-α-methylbenzyl]amide